BrC=1C=CC2=C(OCC(N2)=O)N1 6-bromo-1H-pyrido[2,3-b][1,4]oxazin-2-one